S1NNC=C1 2,3-dihydro-1,2,3-thiadiazole